ClC1=CC(=CS1)S(N(C)C=1C=NC(=NC1)OCC)(=O)=O 5-chloro-3-(N-(2-ethoxypyrimidin-5-yl)-N-methylsulfamoyl)thiophene